3-(6-amino-9-{cis-4-[(4-methyl-1,3-thiazol-2-yl)carbamoyl]cyclohexyl}-9H-purin-2-yl)benzamide NC1=C2N=CN(C2=NC(=N1)C=1C=C(C(=O)N)C=CC1)[C@@H]1CC[C@@H](CC1)C(NC=1SC=C(N1)C)=O